1,2-dimethylimidazolium tetrafluoroborate F[B-](F)(F)F.CN1C(=[NH+]C=C1)C